N1=C(C=C2N1C=CC=C2)C(=O)[O-] pyrazolo[1,5-a]pyridine-2-carboxylate